FC(C1CN(CCO1)C=1C=CC2=C(N=C(O2)C2=C3C=C(N=CC3=C(N=C2)NC)C2(CC2)C(=O)N)C1)F (5-(5-(2-(difluoromethyl)morpholinyl)benzo[d]oxazol-2-yl)-8-(methylamino)-2,7-naphthyridin-3-yl)cyclopropanecarboxamide